3-oxo-N-(tetrahydro-2H-pyran-4-yl)isoindole-5-carboxamide O=C1N=CC2=CC=C(C=C12)C(=O)NC1CCOCC1